FC(C=1C=NC(=NC1)N1CC2CCC(C1)N2CC(=O)O)(F)F 2-(3-(5-(trifluoromethyl)pyrimidin-2-yl)-3,8-diazabicyclo(3.2.1)octan-8-yl)acetic Acid